C(C)(C)(C)[Si](C)(C)OC=1C(=CC2=C(C=CO2)C1)F tert-butyl-(6-fluorobenzofuran-5-yloxy)dimethylsilane